N-(5-Chlorothiazol-2-yl)-2-(4-cyanophenyl)-2-(3,3-difluorocyclopentyl)acetamide ClC1=CN=C(S1)NC(C(C1CC(CC1)(F)F)C1=CC=C(C=C1)C#N)=O